(5-methyl-1-{[2-(trimethylsilyl)ethoxy]methyl}imidazol-4-yl)methanol CC1=C(N=CN1COCC[Si](C)(C)C)CO